(R)-1-(7-Chloro-8-fluoro-2-(((2R,7aS)-2-fluorotetrahydro-1H-pyrrolizin-7a(5H)-yl)methoxy)pyrido[4,3-d]pyrimidin-4-yl)azepan-3-ol ClC1=C(C=2N=C(N=C(C2C=N1)N1C[C@@H](CCCC1)O)OC[C@]12CCCN2C[C@@H](C1)F)F